O1[C@H](C=CC1)[C@@]1(CN(CC1)CC1=CC=C(C=C1)NC(C)=O)CCC1=CC=CC=C1 N-(4-(((S)-3-((R)-2,5-dihydrofuran-2-yl)-3-phenethyl-pyrrolidin-1-yl)methyl)phenyl)acetamide